(R)-1-(2,5-difluoro-pyridin-3-yl)ethyl (4-(5-((2-fluoro-pyridin-4-yl)-carbamoyl)pyridin-2-yl)-1-methyl-1H-1,2,3-triazol-5-yl)-carbamate FC1=NC=CC(=C1)NC(=O)C=1C=CC(=NC1)C=1N=NN(C1NC(O[C@H](C)C=1C(=NC=C(C1)F)F)=O)C